NCCCC(C(=O)N)C(=O)N (3-aminopropyl)malonamide